FC1=CC=C(C=C1)CN1C(=NOC1=O)CN1CC(CCC1)C1=CC=C(C=C1)C 4-[(4-fluorophenyl)methyl]-3-{[3-(4-methylphenyl)piperidin-1-yl]methyl}-4,5-dihydro-1,2,4-oxadiazol-5-one